Cl.FC(C12CCC(CC1)(CC2)N)(F)F 4-(trifluoromethyl)bicyclo[2.2.2]octane-1-amine hydrochloride